C(C)(C)(C)OC(=O)N1C[C@H](CC1)N(C(=O)C=1N=C(SC1)C=1C=NN(C1)C1=CC=CC=C1)CCC.OC(C)C 2-Hydroxypropane tert-butyl-(S)-3-(2-(1-phenyl-1H-pyrazol-4-yl)-N-propylthiazole-4-carboxamido)pyrrolidine-1-carboxylate